2-(cyclohexylmethylamino)-4-(phenylamino)pyrazolo[1,5-a][1,3,5]triazine-8-carbonitrile C1(CCCCC1)CNC1=NC=2N(C(=N1)NC1=CC=CC=C1)N=CC2C#N